{6-chloro-2-oxo-1H,4H-pyrido[3,2-d]pyrimidin-3-yl}acetic acid ClC=1C=CC=2NC(N(CC2N1)CC(=O)O)=O